1-(4-((4-((2'-fluoro-4-methoxy-[1,1'-biphenyl]-3-yl)amino)-7-methoxyquinazolin-6-yl)oxy)piperidin-1-yl)prop-2-en-1-one FC1=C(C=CC=C1)C1=CC(=C(C=C1)OC)NC1=NC=NC2=CC(=C(C=C12)OC1CCN(CC1)C(C=C)=O)OC